C([O-])(O)=O.C1(CCCCC1)N1C=[N+](C=C1)C1CCCCC1 1,3-dicyclohexylimidazolium bicarbonate